OC1C(C(=O)OC(C1O)O)O 3,4,5-trihydroxy-hydroxyvalerolactone